FC1=C(C=CC(=C1)[N+](=O)[O-])NC(OC(C)(C)C)=O tert-butyl N-(2-fluoro-4-nitro-phenyl)carbamate